[CH-]1C=CC=C1.[CH-]1C=CC=C1.[Cr+2] Chromocen